5-fluoro-2-methoxy-6-(trifluoromethyl)pyridine-3-amine FC=1C=C(C(=NC1C(F)(F)F)OC)N